4-(3-((5-(difluoromethyl)-2-((2-ethyl-4-(4-methylpiperazin-1-yl)phenyl)amino)pyrimidin-4-yl)amino)propyl)-1-methyl-1,4-diazepan-5-one FC(C=1C(=NC(=NC1)NC1=C(C=C(C=C1)N1CCN(CC1)C)CC)NCCCN1CCN(CCC1=O)C)F